5-fluoro-2-[(4-methylphenyl)methoxy]-4-pyrimidinylamine FC=1C(=NC(=NC1)OCC1=CC=C(C=C1)C)N